CC1CC(CCC1)CN 3-methylcyclohexylmethylamine